N1N=CC(=C1)C=1C2=C(C(=NC1)NCC=1C=C(C(=O)NCC=3SC=4CN(CCC4N3)C)C=CC1)CCO2 3-(((7-(1H-Pyrazol-4-yl)-2,3-dihydrofuro[3,2-c]pyridin-4-yl)amino)methyl)-N-((5-methyl-4,5,6,7-tetrahydrothiazolo[5,4-c]pyridin-2-yl)methyl)benzamid